hydroxylamine hydrochloride sodium hydroxide [OH-].[Na+].Cl.NO